4-(2-Fluoroacetyl)-4-methylpiperidine-1-carboxylic acid tert-butyl ester C(C)(C)(C)OC(=O)N1CCC(CC1)(C)C(CF)=O